C(C)(C)(C)OC(=O)N(CCCCC(=O)OC)CCCCCCCCCCCCCCCCCC methyl 5-((tert-butoxycarbonyl)(octadecyl)amino)pentanoate